FC(S(=O)(=O)OC1=CCC(CC1)CC(=O)OC)(F)F methyl 2-[4-(trifluoromethylsulfonyloxy)cyclohex-3-en-1-yl]acetate